3-(4,5-dimethylthiazol-2-yl)-5-(3-carboxyl-methoxyphenyl)-2-(4-sulfophenyl)-2H-tetrazole CC=1N=C(SC1C)N1N(NC(=N1)C1=C(C(=CC=C1)C(=O)O)OC)C1=CC=C(C=C1)S(=O)(=O)O